2,4,6-tris(glycidoxymethyl)styrene phenyl-2,4,6-trimethyl-benzoylphosphinate C1(=CC=CC=C1)P(O)(=O)C(C1=C(C=C(C=C1C)C)C)=O.C(C1CO1)OCC1=C(C=C)C(=CC(=C1)COCC1CO1)COCC1CO1